(8-((4-chlorophenyl)amino)-1,3,4,5-tetrahydro-2H-pyrido[4,3-B]indol-2-yl)(phenyl)methanone ClC1=CC=C(C=C1)NC1=CC=2C3=C(NC2C=C1)CCN(C3)C(=O)C3=CC=CC=C3